C(#N)C1=CC=C(C=C1)NNC(C1=C(C=C(C=C1)/C(=C/C(C(F)(F)F)C1=CC(=C(C(=C1)Cl)Cl)Cl)/F)C(F)(F)F)=O (Z)-N'-(4-cyanophenyl)-4-(1,4,4,4-tetrafluoro-3-(3,4,5-trichlorophenyl)but-1-en-1-yl)-2-(trifluoromethyl)benzoyl-hydrazine